2-methyl-5-(6-methylimidazo[1,2-a]pyrimidin-2-yl)aniline CC1=C(N)C=C(C=C1)C=1N=C2N(C=C(C=N2)C)C1